Dixylitol Diacrylate C(C=C)(=O)O.C(C=C)(=O)O.C([C@H](O)[C@@H](O)[C@H](O)CO)O.C([C@H](O)[C@@H](O)[C@H](O)CO)O